3-(3-phenylpropyl)-5-[(2S,4R)-1-isobutylsulfonyl-4-fluoropyrrolidin-2-yl]-1,2,4-oxadiazole C1(=CC=CC=C1)CCCC1=NOC(=N1)[C@H]1N(C[C@@H](C1)F)S(=O)(=O)CC(C)C